COC(C1=CC(=C(C=C1)N1[C@@H]2C[C@H]([C@H](C1)C2)OCC=2C(=NOC2C2CC2)C2=C(C=CC=C2Cl)Cl)C#N)=O 3-cyano-4-[(1S,4S,5R)-5-[[5-cyclopropyl-3-(2,6-dichlorophenyl)-1,2-oxazol-4-yl]methoxy]-2-azabicyclo[2.2.1]heptan-2-yl]benzoic acid methyl ester